CC(=CB(O)O)C 2,2-dimethylethenylboronic acid